2,6-dimethyl-4-triisopropylsiloxybenzaldehyde CC1=C(C=O)C(=CC(=C1)O[Si](C(C)C)(C(C)C)C(C)C)C